N=1N(N=C2C1C=CC=C2)C=2C=C(C=C(C2O)C(C)(C)C)CCC(=O)O 3-[3-(benzotriazol-2-yl)-5-tert-butyl-4-hydroxy-phenyl]propanoic acid